NCCCC1OCC2(CO1)COC(OC2)CCCN 3,9-Bis(3-aminopropyl)-2,4,8,10-tetraoxa-spiro[5.5]undecan